9-Bromo-8-[4-(1,1-dioxo-hexahydro-1λ6-thiopyran-4-yl)-piperazin-1-yl]-6,6-dimethyl-11-oxo-6,11-dihydro-5H-benzo[b]carbazole-3-carbonitrile BrC1=CC2=C(C(C=3NC4=CC(=CC=C4C3C2=O)C#N)(C)C)C=C1N1CCN(CC1)C1CCS(CC1)(=O)=O